4,5-diethyl-diOxolane C(C)C1OCOC1CC